(2R,3R,4R,5S)-1-(((R)-1-(benzo[d]oxazol-2-yl)pyrrolidin-3-yl)methyl)-2-methylpiperidine-3,4,5-triol O1C(=NC2=C1C=CC=C2)N2C[C@H](CC2)CN2[C@@H]([C@H]([C@@H]([C@H](C2)O)O)O)C